NC=1C(=C(C=C2C=C(N=CC12)NC(OC1CN(C1)CC(F)(F)F)=O)C1=C(C2=C(OCCN2)N=C1)C)F 1-(2,2,2-Trifluoroethyl)azetidin-3-yl (8-amino-7-fluoro-6-(8-methyl-2,3-dihydro-1H-pyrido[2,3-b][1,4]oxazin-7-yl)isoquinolin-3-yl)carbamate